BrCO[Si](C)(C)C(C)(C)C bromomethoxytertiary butyl-dimethylsilane